OCC1CCN(CC1)C1=NC=C(C(=O)N)C=C1 6-(4-(hydroxymethyl)piperidin-1-yl)nicotinamide